C1(=CC=CC2=CC=CC=C12)SC=1C=2N(C(=NC1)N1CCC3(CCC[C@H]3N)CC1)C=NN2 (R)-8-(8-(naphthalen-1-ylthio)-[1,2,4]triazolo[4,3-c]pyrimidin-5-yl)-8-azaspiro[4.5]decan-1-amine